2-Ethyl-1-methyl-cyclopropanol C(C)C1C(C1)(O)C